3-cyclopropyl-4-{[3-(4,5-dihydro-1H-imidazol-2-yl)phenyl]amino}-5-fluoro-N-[(2Z)-imidazolidin-2-ylidene]benzamide C1(CC1)C=1C=C(C(=O)N=C2NCCN2)C=C(C1NC1=CC(=CC=C1)C=1NCCN1)F